CN1N=CC(=C1)C=1N=CC=2N(C1)C(=CN2)N2CCN(CC2)C(=O)OC(C)(C)C tert-butyl 4-[6-(1-methyl-1H-pyrazol-4-yl)imidazo[1,2-a]pyrazin-3-yl]piperazine-1-carboxylate